(3-chloropyridin-2-yl)-5-(trichloromethyl)-3-((5-(trifluoromethyl)-2H-tetrazol-2-yl)methyl)-4,5-dihydro-1H-pyrazol-5-ol ClC=1C(=NC=CC1)N1N=C(CC1(O)C(Cl)(Cl)Cl)CN1N=C(N=N1)C(F)(F)F